Lauryl Acrylate (laurylacrylate) C(CCCCCCCCCCC)C(C(=O)O)=C.C(C=C)(=O)OCCCCCCCCCCCC